The molecule is a piperidinecarboxamide in which N-methylpipecolic acid and 2,6-dimethylaniline have combined to form the amide bond. It is used as a local amide-type anaesthetic. It has a role as a local anaesthetic and a drug allergen. CC1=C(C(=CC=C1)C)NC(=O)C2CCCCN2C